N-(2'-hydroxyethyl)iminodiacetic acid OCCN(CC(=O)O)CC(=O)O